C(=O)C=1C=C(CC(C[C@@H]2CN(CC2)C(=O)OC(C)(C)C)C(=O)OC)C=CC1 tert-butyl (3S)-3-(2-(3-formylbenzyl)-3-methoxy-3-oxopropyl)pyrrolidine-1-carboxylate